3-methyl-1-(2-((4-trifluoromethylphenyl)ethynyl)phenyl)but-3-en-1-one CC(CC(=O)C1=C(C=CC=C1)C#CC1=CC=C(C=C1)C(F)(F)F)=C